phenyl didecyl trithiophosphite P(SC1=CC=CC=C1)(SCCCCCCCCCC)SCCCCCCCCCC